2-(4-bromo-2,6-dimethylphenyl)-6-(pyrimidin-4-yl)-2,5-dihydro-4H-pyrazolo[3,4-d]pyrimidine BrC1=CC(=C(C(=C1)C)N1N=C2N=C(NCC2=C1)C1=NC=NC=C1)C